FC1(CC(C1)N(CC)C)F 2-((3,3-difluorocyclobutyl)(methyl)amino)ethan